COC(C(C(C(CC=C)CCOCC1=CC=CC=C1)=O)(N=[N+]=[N-])N=[N+]=[N-])=O 2,2-Diazido-4-(2-(phenylmethoxy)ethyl)-3-oxohept-6-enoic acid methyl ester